4-((methylthio)methyl)pyrrolidin-3-ol CSCC1C(CNC1)O